C1(CCCC1)N1N=C(C=C(C1=O)N1CCOCC1)B(O)O (1-Cyclopentyl-5-morpholino-6-oxo-1,6-dihydropyridazin-3-yl)boronic acid